FC=1C=C(C=CC1F)N(C(=O)C1N(NC(C1)=O)C1=NC(=CC(=C1)C(F)(F)F)C)CCN(C)C N-(3,4-difluorophenyl)-N-(2-(dimethylamino)ethyl)-2-(6-methyl-4-(trifluoro-methyl)pyridin-2-yl)-5-oxopyrazolidine-3-carboxamide